2-((2,6-dichlorophenyl)amino)phenylacetic acid ClC1=C(C(=CC=C1)Cl)NC1=C(C=CC=C1)CC(=O)O